O.C(CCCCCCCCCCCCCCCCCCCCCCC)(=O)O[Pt] tetracosanoyloxyplatinum monohydrate